FC(COS(=O)(=O)C(F)(F)F)(F)F 2,2,2-trifluoroethyltrifluoromethane-sulfonate